O(C)OOC methoxyl ether